NCC1=CC(=CC2=CN(N=C12)C)NC(=O)C1=CC=C(C2=CN(N=C12)C)N1CCC(CC1)NC1CC1 N-[7-(aminomethyl)-2-methyl-indazol-5-yl]-4-[4-(cyclopropylamino)-1-piperidyl]-2-methyl-indazole-7-carboxamide